ClC=1N=C(SC1)C=1N=NN(C1)[C@@H]1[C@H]([C@@H](SC=2C(=NC=C(C2)Cl)C(NC)=O)O[C@@H]([C@@H]1O)CO)OC 5-Chloro-2-(N-methylcarbamoyl)-3-pyridinyl 3-[4-(4-chlorothiazol-2-yl)-1H-1,2,3-triazol-1-yl]-3-deoxy-2-O-methyl-1-thio-α-D-galactopyranoside